4,7-dibromo-2-((S)-3-carboxybutanoyl)-6-methoxy-3-methylisoindolin BrC1=C2C(N(CC2=C(C(=C1)OC)Br)C(C[C@H](C)C(=O)O)=O)C